N1(CCCCC1)CCNC(C1=CC(=CC=C1)CNC1=NC=C(C2=C1CCO2)C2=CC=NC=C2)=O N-(2-(Piperidin-1-yl)ethyl)-3-(((7-(pyridin-4-yl)-2,3-dihydrofuro[3,2-c]pyridin-4-yl)amino)methyl)benzamid